B(O)(O)O.B(O)(O)O.B(O)(O)O.B(O)(O)O.C1(=CC=CC=C1)P(C1=CC=CC=C1)(C1=CC=CC=C1)C1=CC=CC=C1 tetraphenyl-phosphine tetraborate